3-{2-[(6,6-dimethylpiperidin-3-yl)amino]-5-(trifluoromethyl)pyrimidin-4-yl}-7-(oxolan-3-yl)-1H,4H,5H,6H,7H,8H-pyrrolo[2,3-c]azepin-8-one CC1(CCC(CN1)NC1=NC=C(C(=N1)C1=CNC=2C(N(CCCC21)C2COCC2)=O)C(F)(F)F)C